C(OCC)(OCOC1=CC(=CC(=C1C1CCCC(=C1)C)OCOC(OCC)=O)CCCCC)=O diethyl (((5'-methyl-4-pentyl-1',2',3',4'-tetrahydro-[1,1'-biphenyl]-2,6-diyl)bis(oxy))bis(methylene)) bis(carbonate)